tert-butyl 4-(2-methyl-6-oxo-5,6-dihydropyrido[2,3-b]pyrazin-7-yl)piperidine-1-carboxylate CC=1N=C2C(=NC1)NC(C(=C2)C2CCN(CC2)C(=O)OC(C)(C)C)=O